C1(CC1)C1=C(C(=NO1)C1=C(C=CC=C1)OC(F)(F)F)COC1C[C@H]2CC[C@@H](C1)N2C2=CC=C(C=C2)I 5-cyclopropyl-4-((((1R,3R,5S)-8-(4-iodophenyl)-8-azabicyclo[3.2.1]octan-3-yl)oxy)methyl)-3-(2-(trifluoromethoxy)phenyl)isoxazole